BrC=1C=CC(=C(C#N)C1)N1C[C@@H](CC1)OC1=NC2=CC=C(C=C2C=C1)Cl (R)-5-bromo-2-(3-(6-chloroquinolin-2-yloxy)pyrrolidin-1-yl)benzonitrile